5-(7-chlorofuro[3,2-b]pyridin-2-yl)-1-methylpyridin-2(1H)-one ClC1=C2C(=NC=C1)C=C(O2)C=2C=CC(N(C2)C)=O